C(C1=CC=CC=C1)OC1=C(C(=CC=C1OC)CC1NCCC2=CC(=C(C=C12)OCC1=CC=CC=C1)OC([2H])([2H])[2H])CO (2-(Benzyloxy)-6-((7-(benzyloxy)-6-(methoxy-d3)-1,2,3,4-tetrahydroisoquinolin-1-yl)methyl)-3-methoxyphenyl)methanol